[I-].CN1CN(C(=C1I)I)C 1,3-dimethyl-4,5-diiodoimidazole iodide